carboethoxy chloride C(=O)(OCC)Cl